[Cl-].C(CCCCC)[NH+]1CC(CC1)CC 1-hexyl-3-ethylpyrrolidinium chloride